OCCN1CCNCC1 4-(2-hydroxyethyl)piperazin